(S)-1-(3-(difluoromethoxy)phenyl)-3-(3-hydroxy-3-methylbutan-2-yl)-N-(4-methyl-1,1-dioxidotetrahydro-2H-thiopyran-4-yl)-2-oxo-2,3-dihydro-1H-benzo[d]imidazole-5-carboxamide FC(OC=1C=C(C=CC1)N1C(N(C2=C1C=CC(=C2)C(=O)NC2(CCS(CC2)(=O)=O)C)[C@@H](C)C(C)(C)O)=O)F